(-)-trans-1-amino-2-indanol C1[C@H]([C@@H](C2=CC=CC=C21)N)O